(Z)-3-(2-chlorobenzylidene)-6-fluoro-4-nitroisobenzofuran-1(3H)-one ClC1=C(\C=C\2/OC(C3=CC(=CC(=C23)[N+](=O)[O-])F)=O)C=CC=C1